3-(methacryloxy)propyltriisopropoxysilane C(C(=C)C)(=O)OCCC[Si](OC(C)C)(OC(C)C)OC(C)C